NC=1C(=NC=C(N1)N1CCC(CC1)(C)N)SC=1C(=C(C=CC1)NCC=1C=C2CN(C(C2=CC1F)=O)C1C(NC(CC1)=O)=O)Cl 3-(5-(((3-((3-amino-5-(4-amino-4-methylpiperidin-1-yl)pyrazin-2-yl)thio)-2-chlorophenyl)amino)methyl)-6-fluoro-1-oxoisoindolin-2-yl)piperidine-2,6-dione